5-methyl-5-(2-carbonyl-2-(4-phenylpiperidin-1-yl)ethyl)indole CC1(C=C2C=CN=C2C=C1)CC(N1CCC(CC1)C1=CC=CC=C1)=C=O